4-(3-((2-((1-(1-isopropylpiperidin-4-yl)-3-methyl-1H-pyrazol-4-yl)amino)-5-(trifluoromethyl)pyrimidin-4-yl)amino)propyl)-1,4-oxazepan-5-one C(C)(C)N1CCC(CC1)N1N=C(C(=C1)NC1=NC=C(C(=N1)NCCCN1CCOCCC1=O)C(F)(F)F)C